2-((4-(2-(5-chloropyridin-2-yl)-2-methylbenzo[d][1,3]dioxol-4-yl)piperidin-1-yl)methyl)-4-ethoxy-1-(((S)-oxetan-2-yl)methyl)-1H-benzo[d]imidazole-6-carboxylic acid ClC=1C=CC(=NC1)C1(OC2=C(O1)C=CC=C2C2CCN(CC2)CC2=NC1=C(N2C[C@H]2OCC2)C=C(C=C1OCC)C(=O)O)C